N-hydroxy-6-(2-methoxy-5-(methyl-(2-methyl-4-quinazolinyl)amino)phenoxy)hexanamide ONC(CCCCCOC1=C(C=CC(=C1)N(C1=NC(=NC2=CC=CC=C12)C)C)OC)=O